FC1=C(OC2CCN(CC2)C2=C(C=C(C(=O)O)C=C2)[N+](=O)[O-])C=CC(=C1)F 4-(4-(2,4-difluorophenoxy)piperidin-1-yl)-3-nitrobenzoic acid